C12C=C(CC(CC1)N2)OS(=O)(=O)C(F)(F)F.NC(CCN(C(C(F)Cl)=O)NC(=O)[C@H](CC(C)C)N2C(=CC1=CC=CC=C21)C(=O)N)=O |r| [rac-(1S)-1-[[(3-amino-3-oxopropyl)(2-chloro-2-fluoroacetyl)amino]carbamoyl]-3-methyl-butyl]-1H-indole-2-carboxamide 8-azabicyclo[3.2.1]oct-2-en-3-yl-triflate